N-[5-(5-Cyano-4H-1,2,4-triazol-3-yl)-4-fluoro-2-methylphenyl]pyrazolo[1,5-a]pyridine-3-carboxamide C(#N)C=1NC(=NN1)C=1C(=CC(=C(C1)NC(=O)C=1C=NN2C1C=CC=C2)C)F